N-(6-(furan-2-yl)pyridazin-3-yl)-2,4-dimethoxybenzamide O1C(=CC=C1)C1=CC=C(N=N1)NC(C1=C(C=C(C=C1)OC)OC)=O